methacryloyloxy-butyrolactone C(C(=C)C)(=O)OC1C(=O)OCC1